O1C(CCC1)C1=CC=NC=2N1N=CC2 7-tetrahydrofuran-2-ylpyrazolo[1,5-a]pyrimidin